S(=O)(=O)([O-])CCO.C(CCCCCCCCCCCCC)(=O)O.[Na+] sodium myristate isethionate